C[Hf](C=1CC=2C=C3C(=CC2C1CCCCC)C=CC=C3)(C3(C(=C(C(=C3C)C)C)C)C)C dimethyl-pentamethylcyclopentadienyl(1-pentyl-benz[f]indenyl)hafnium